5-(4,4,5,5-tetramethyl-1,3,2-dioxaborolan-2-yl)-1H-indazole-3-carbaldehyde CC1(OB(OC1(C)C)C=1C=C2C(=NNC2=CC1)C=O)C